3-oxo-tetradecanyl acetate C(C)(=O)OCCC(CCCCCCCCCCC)=O